Ethyl 2-(2,6-dimethyl-4-((4-(4-(trifluoromethyl) benzyl) piperazin-1-yl) methyl) phenoxy)-2-methylpropionate CC1=C(OC(C(=O)OCC)(C)C)C(=CC(=C1)CN1CCN(CC1)CC1=CC=C(C=C1)C(F)(F)F)C